(R)-(4-(4-(4,4,5,5-tetramethyl-1,3,2-dioxaborolan-2-yl)phenyl)morpholin-2-yl)methanol CC1(OB(OC1(C)C)C1=CC=C(C=C1)N1C[C@@H](OCC1)CO)C